OC(CCCCCCCCCCCCCC\C=C/CCCCCCCC(=O)[O-])CCCCCCCCCCCCCCCCCC\C=C/CCCCCCCC(=O)[O-] 7-hydroxyheptadecane-1,17-diyldioleate